NC=1C(=C(C=NC1)C=1C=C2C=C(N=CC2=CN1)NC1=NN2CC(N(CCC2=C1)C(C)C)=O)C 2-((6-(5-Amino-4-methylpyridin-3-yl)-2,7-naphthyridin-3-yl)amino)-6-isopropyl-5,6-dihydro-4H-pyrazolo[1,5-d][1,4]diazepin-7(8H)-on